C1=2CC=CC2C=CC1 bicyclo[3.3.0]octa-1(5),3,6-triene